C(C)(C)(C)C1=CC=C(C=C1)S(=O)(=O)NC1=NC(=NC(=C1OC1=C(C=CC=C1)OC)OCCO)C1=NC=CC=N1 4-tert-butyl-N-[6-(2-hydroxyethoxy)-5-(2-methoxyphenoxy)-2-pyrimidin-2-ylpyrimidin-4-yl]benzenesulfonamide